N-(3-pentyl)-2,6-dinitro-3,4-dimethylaniline CCC(CC)NC1=C(C(=C(C=C1[N+](=O)[O-])C)C)[N+](=O)[O-]